4-(3-(2-fluorophenyl)-2-oxo-2,3-dihydro-oxazol-4-yl)benzenesulfonamide FC1=C(C=CC=C1)N1C(OC=C1C1=CC=C(C=C1)S(=O)(=O)N)=O